CC1=CC(=C(C=C1)O)N p-methyl-aminophenol